OC1(CCC(CC1)C(=O)N)C1N2C(C3=CC=CC=C13)=CN=C2 4-hydroxy-4-(5H-imidazo[5,1-a]isoindol-5-yl)cyclohexane-1-carboxamide